C(C)(C)(C)PC1=C(C=CC=C1)C1=C(C=CC=C1)N(C)C 2-(tert-butylphosphino)-2'-(N,N-dimethylamino)biphenyl